N-(1-isopropylpiperidin-4-yl)-amine C(C)(C)N1CCC(CC1)N